CN(CCC1=CNC2=CC=C(C=C12)O)C 3-[2-(dimethylamino)ethyl]-1H-indol-5-ol